[NH4+].[O-2].[V+5].[O-2].[O-2] vanadium oxide, ammonium salt